CC1=CC=C(C=C1)S(=O)(=O)OCCN1C=CC2=CC=C(C=C12)OCCC1=CC=C(C=C1)F 2-(6-(4-fluorophenethoxy)-1H-indol-1-yl)ethyl 4-methylbenzenesulfonate